ClC1(CC(=CC=C1)O)C 3-chloro-m-cresol